bicyclo[5.3.1]undecanyl methacrylate C(C(=C)C)(=O)OC12CCCCCC(CCC1)C2